C(#N)C1=NC=C(N=C1Cl)N(CC1=CC=C(C=C1)OC)CC1=CC=C(C=C1)OC 2-cyano-3-chloro-5-(bis(4-methoxybenzyl)amino)pyrazine